The molecule is a diterpenoid, an organic heterohexacyclic compound, a tertiary amino compound, a cyclic ether, a primary alcohol, a secondary alcohol and an olefinic compound. It has a role as a plant metabolite. It derives from a hydride of an atidane. C[C@@]12CCC[C@]34[C@@H]1C[C@H]([C@]56[C@H]3C[C@H](CC5)C(=C)[C@H]6O)OC4N(C2)CCO